N-(2-cyclopropyl-2,2-difluoroethyl)-5-(1-methyl-1H-benzo[d][1,2,3]triazol-6-yl)pyrrolo[2,1-f][1,2,4]triazin-2-amine C1(CC1)C(CNC1=NN2C(C=N1)=C(C=C2)C=2C=CC1=C(N(N=N1)C)C2)(F)F